Ethyl (2S,3S)-2-hydroxy-3-m-methoxybenzamido-3-phenylpropionate O[C@H](C(=O)OCC)[C@H](C1=CC=CC=C1)NC(C1=CC(=CC=C1)OC)=O